N-(5-((4-(2-((2-(2,6-dioxopiperidin-3-yl)-1,3-dioxoisoindolin-5-yl)oxy)ethyl)piperazin-1-yl)methyl)-1-phenyl-1H-benzo[d]imidazol-2-yl)-3-(trifluoromethyl)benzamide O=C1NC(CCC1N1C(C2=CC=C(C=C2C1=O)OCCN1CCN(CC1)CC1=CC2=C(N(C(=N2)NC(C2=CC(=CC=C2)C(F)(F)F)=O)C2=CC=CC=C2)C=C1)=O)=O